C(C)OC(\C=C(\C(F)F)/NC(C(C)(C)C#N)=O)=O.ClC1=C(C=C(C=C1)C1=CN=C(N1)C1N(CCCC1)C(C(C)SC)=O)F 1-(2-(5-(4-chloro-3-fluorophenyl)-1H-imidazol-2-yl)piperidin-1-yl)-2-(methylsulfanyl)propan-1-one Ethyl-(Z)-3-[(2-cyano-2-methyl-propanoyl)amino]-4,4-difluoro-but-2-enoate